N-[(1R,3S)-3-[(6-chloro-2-methylquinolin-4-yl)amino]cyclohexyl]-4-methoxybenzamide ClC=1C=C2C(=CC(=NC2=CC1)C)N[C@@H]1C[C@@H](CCC1)NC(C1=CC=C(C=C1)OC)=O